N-methyl-N-(4-methyl-5-sulfamoylthiazol-2-yl)-2-(4-(pyridin-2-yl)phenyl)acetamide CN(C(CC1=CC=C(C=C1)C1=NC=CC=C1)=O)C=1SC(=C(N1)C)S(N)(=O)=O